ClC1=CC(=C2CN(C(C2=C1)=O)C1C(NC(CC1)=O)=O)NC(C)=O N-(6-chloro-2-(2,6-dioxopiperidin-3-yl)-1-oxoisoindolin-4-yl)acetamide